C(C)OC1=CN=CC(=N1)C1=CC=C(C=C1)NC(C(C)(C1=NC(=NC=C1)NS(=O)(=O)C)C)=O N-(4-(6-ethoxypyrazin-2-yl)phenyl)-2-methyl-2-(2-(methylsulfonamido)pyrimidin-4-yl)propanamide